5-(2-(5-Chloro-1H-Indole-3-yl)ethyl)-6-(piperidin-4-ylmethyl)-5,6,7,8-tetrahydro-1,3-dioxolo[4,5-g]isoquinoline ClC=1C=C2C(=CNC2=CC1)CCC1N(CCC=2C=C3C(=CC12)OCO3)CC3CCNCC3